FC(O[C@H]1[C@@H](CCC1)NCC1=NC=C(C=C1)C(F)(F)F)F (1R,2R)-2-(difluoromethoxy)-N-((5-(trifluoromethyl)pyridin-2-yl)methyl)cyclopentan-1-amine